(m-fluorophenyl)-2-pyrimidinylamine FC=1C=C(C=CC1)NC1=NC=CC=N1